(2-amino-5-(benzyloxy)pyridin-3-yl)dimethylphosphine oxide NC1=NC=C(C=C1P(C)(C)=O)OCC1=CC=CC=C1